C(C)(C)(CC)C=CC1=CC=CC=C1 tert-pentyl-styrene